2-[[1-chloro-6-[[2-[2-oxo-3-(3-oxo-4H-pyrido[3,2-b][1,4]oxazin-6-yl)oxazolidin-5-yl]ethylamino]methyl]-6,7-dihydro-5H-cyclopenta[c]pyridin-3-yl]oxy]-N-methyl-acetamide ClC1=NC(=CC2=C1CC(C2)CNCCC2CN(C(O2)=O)C=2C=CC=1OCC(NC1N2)=O)OCC(=O)NC